1-[bis(dimethylamino)methylene]-1H-benzotriazolium CN(C)C(=[N+]1N=NC2=C1C=CC=C2)N(C)C